(R)-N'-((1,2,3,5,6,7-hexahydro-s-indacen-4-yl)carbamoyl)-4-(2-hydroxypropan-2-yl)-5-methylthiazole-2-sulfonimidamide C1CCC2=C(C=3CCCC3C=C12)NC(=O)N=[S@](=O)(N)C=1SC(=C(N1)C(C)(C)O)C